NCCC(CN[C@@H](CCCCN)C(=O)O)O N-(4-amino-2-hydroxybutyl)lysine